5-ethynyl-2-[(2-methoxyphenyl)amino]-7-oxo-8-phenylpyrido[2,3-d]pyrimidine-6-carbonitrile C(#C)C1=C(C(N(C=2N=C(N=CC21)NC2=C(C=CC=C2)OC)C2=CC=CC=C2)=O)C#N